ClC1=C(C(N(N=C1)CC1=CC=C(C=C1)OC)=O)C(CO)C 5-chloro-4-(1-hydroxypropan-2-yl)-2-(4-methoxybenzyl)pyridazin-3(2H)-one